ClC1=NC=C(C(=N1)C=1C=NN2N=C(C=CC21)C2CCN(CC2)C(=O)OC(C)(C)C)Cl tert-butyl 4-(3-(2,5-dichloropyrimidin-4-yl)pyrazolo[1,5-b]pyridazin-6-yl)piperidine-1-carboxylate